CC=1N(C(=CC1)C)C1=NN2C(C=C(C=C2)C2=CN=CC(=N2)C=2C=NN(C2)C(C(O)([2H])[2H])C2=CC=C(C=C2)F)=N1 2-(4-(6-(2-(2,5-dimethyl-1H-pyrrol-1-yl)-[1,2,4]triazolo[1,5-a]pyridin-7-yl)pyrazin-2-yl)-1H-pyrazol-1-yl)-2-(4-fluorophenyl)ethan-1,1-d2-1-ol